2-(5-chloro-2-hydroxy-3-(isobutyryloxy)benzylideneamino)-3-meth-ylbutanoic acid ClC=1C=C(C(=C(C=NC(C(=O)O)C(C)C)C1)O)OC(C(C)C)=O